1-(5-(3-((5-cyano-4-(4-fluorophenyl)thiazol-2-yl)(methyl)amino)-2-ethyl-imidazo[1,2-a]pyridine-6-yl)pyrimidin-2-yl)azetidine-3-carboxylic acid C(#N)C1=C(N=C(S1)N(C1=C(N=C2N1C=C(C=C2)C=2C=NC(=NC2)N2CC(C2)C(=O)O)CC)C)C2=CC=C(C=C2)F